C1(CC1)C=1N=C(OC1C(=O)N1[C@@H](C2=C(CC1)NC=N2)C2=NN1C(C=CC=C1)=C2)C2=NC=CC=C2 (S)-(4-cyclopropyl-2-(pyridin-2-yl)oxazol-5-yl)(4-(pyrazolo[1,5-a]pyridin-2-yl)-6,7-dihydro-1H-imidazo[4,5-c]pyridin-5(4H)-yl)methanone